C(C=C)C1N(CCC2=CC(=C(C=C12)OC)OC)C1=CC=CC=C1 1-allyl-6,7-dimethoxy-2-phenyl-1,2,3,4-tetrahydroisoquinoline